O1C(=CC=C1)CNC1=NC=CC2=C1N=CN2 N-(furan-2-ylmethyl)-1H-imidazo[4,5-c]pyridin-4-amine